8-bromo-2-isopropyl-3,4-dihydro-2H-pyrido[4,3-b][1,4]oxazine BrC1=CN=CC2=C1OC(CN2)C(C)C